1-(2-cyanoethyl)-4-oxo-3-[3-(trifluoromethyl)phenyl]pyrido[1,2-a]pyrimidin-1-ium C(#N)CC[N+]1=C2N(C(C(=C1)C1=CC(=CC=C1)C(F)(F)F)=O)C=CC=C2